BrC1=C(C(=CC(=C1)C(C(F)(F)F)(C(F)(F)F)F)C(F)(F)F)NC(C1=C(C(=CC=C1)N(C(C1=CC=C(C=C1)C(F)(F)F)=O)C(C)C1CC1)F)=O N-(2-Bromo-4-(perfluoropropan-2-yl)-6-(trifluoromethyl)phenyl)-3-(N-(1-cyclopropylethyl)-4-(trifluoromethyl)benzamido)-2-fluorobenzamid